n-butyl (2E,4Z)-4-(2-formylnaphthalen-1-yl)-5-(2-methylphenyl)-2,4-pentadienoate C(=O)C1=C(C2=CC=CC=C2C=C1)/C(/C=C/C(=O)OCCCC)=C\C1=C(C=CC=C1)C